The molecule is a 1-alkyl-2-acyl-sn-glycerol in which the alkyl and acyl groups are specified as palmityl (hexadecyl) and oleoyl respectively. It contains a palmityl group. It derives from an oleic acid. CCCCCCCCCCCCCCCCOC[C@H](CO)OC(=O)CCCCCCC/C=C\\CCCCCCCC